3-(5-(difluoromethyl)-1,3,4-thiadiazol-2-yl)-N-(3-(fluoromethyl)oxetan-3-yl)-8-(4-isobutyrylpiperazin-1-yl)-[1,2,4]triazolo[4,3-a]pyridine-6-sulfonamide FC(C1=NN=C(S1)C1=NN=C2N1C=C(C=C2N2CCN(CC2)C(C(C)C)=O)S(=O)(=O)NC2(COC2)CF)F